(S)-2-(6-(2-(1H-indol-3-yl)ethylamino)-9H-purin-9-yl)propan-1-ol N1C=C(C2=CC=CC=C12)CCNC1=C2N=CN(C2=NC=N1)[C@H](CO)C